(trans)-ethyl 4-(2-bromo-3-fluorophenyl)-6-(4-(methoxycarbonyl)cyclohexyl)-2-(thiazol-2-yl)-1,4-dihydropyrimidine-5-carboxylate BrC1=C(C=CC=C1F)C1N=C(NC(=C1C(=O)OCC)[C@@H]1CC[C@H](CC1)C(=O)OC)C=1SC=CN1